[Li+].C(C)(C)[N-]C1CCCCC1 isopropylcyclohexylamide lithium